COC1CN(CC1)C(=O)N(CC(NC=1C=C2CC3(CC2=CC1)C(NC1=NC=CC=C13)=O)=O)CC1=C(C=CC=C1)CNC 3-methoxy-N-[[2-(methylaminomethyl)phenyl]methyl]-N-[2-oxo-2-[(2-oxospiro[1H-pyrrolo[2,3-B]pyridin-3,2'-indan]-5'-yl)amino]ethyl]pyrrolidine-1-carboxamide